C(#N)C1=CC(=C(C(=C1)C(C)C)NC(=O)N=[S@](=O)(N)C=1SC(=CN1)C(C)(C)O)C(C)C (R)-N'-(4-cyano-2,6-diisopropylphenyl-carbamoyl)-5-(2-hydroxypropan-2-yl)thiazole-2-sulfonimidamide